C1CC12COC(OC2)CN2N=NC(=C2)NC 1-((5,7-dioxaspiro[2.5]octan-6-yl)methyl)-N-methyl-1H-1,2,3-triazol-4-amine